C(C)(C)(C)OC(=O)NCCCNC=1C=C(C=CC1)C(C(=O)OCC)C1=CC=CC=C1 ethyl 2-(3-((3-((tert-butoxycarbonyl)amino)propyl)amino)phenyl)-2-phenylacetate